N-[5-(1H-benzimidazol-2-yl)-1-methyl-pyrazol-3-yl]-6-[(3R)-3-hydroxy-pyrrolidin-1-yl]pyridine-3-carboxamide N1C(=NC2=C1C=CC=C2)C2=CC(=NN2C)NC(=O)C=2C=NC(=CC2)N2C[C@@H](CC2)O